BrC1=C(C=CC=C1)S(=O)(=O)N1CCN(CC1)C(\C=C\C1=C(C=C(C=C1OC)OC)\C=C\C1=CC=C(C=C1)O)=O (E)-1-(4-((2-bromophenyl)sulfonyl)piperazin-1-yl)-3-(2-((E)-4-hydroxystyryl)-4,6-dimethoxyphenyl)prop-2-en-1-one